perchloroamine ClN(Cl)Cl